N-ethyl-6-methyl-7-carbonyl-4-(4,4,5,5-tetramethyl-1,3,2-dioxaborolan-2-yl)-1-toluenesulfonyl-6,7-dihydro-1H-pyrrolo[2,3-c]pyridine-2-carboxamide C(C)NC(=O)C1=CC2=C(C(N(C=C2B2OC(C(O2)(C)C)(C)C)C)=C=O)N1S(=O)(=O)CC1=CC=CC=C1